2-chloro-4-(4-(dibenzo[B,d]furan-1-yl)phenyl)quinazoline ClC1=NC2=CC=CC=C2C(=N1)C1=CC=C(C=C1)C1=CC=CC=2OC3=C(C21)C=CC=C3